3-[(3-{[(3-carbamoylpyrrolidin-1-yl)sulfonyl]amino}-2-fluorophenyl)methyl]-2-oxo-3,4-dihydro-2H-1,3-benzoxazin-7-yl N,N-dimethylcarbamate CN(C(OC1=CC2=C(CN(C(O2)=O)CC2=C(C(=CC=C2)NS(=O)(=O)N2CC(CC2)C(N)=O)F)C=C1)=O)C